FC1=C(C=C(C=C1)C1=NC=CC=C1C=1C=CC=2N(C1)C(=CN2)C(=O)NC2=CC(=CC=C2)S(N)(=O)=O)C 6-(2-(4-Fluoro-3-methylphenyl)pyridin-3-yl)-N-(3-sulfamoylphenyl)imidazo[1,2-a]pyridine-3-carboxamide